N-(3-((5-(4-(Aminomethyl)-4-methylpiperidin-1-yl)-6-oxo-1,6-dihydropyrazin-2-yl)thio)-2-chlorophenyl)-2-hydroxy-4-oxo-4H-pyrazino[1,2-a]pyrimidin-3-carboxamid NCC1(CCN(CC1)C1=NC=C(NC1=O)SC=1C(=C(C=CC1)NC(=O)C1=C(N=C2N(C1=O)C=CN=C2)O)Cl)C